Erbium disulfide [S-2].[S-2].[Er+3]